C(C)N(CCNC1=CC=C(C=2SC3=CC=C(C=C3C(C12)=O)OC)CNC=O)CC N-[1-[2-(diethylamino)ethylamino]-7-methoxy-9-oxo-9H-thioxanthen-4-ylmethyl]carboxamide